ClC1=CC=C(C=C1)C1=C(CCC(C1)(C)C)CN1CCN(CC1)C1=CC(=C(C(=O)N)C=C1)N1C=2C(OCC1)=NC=1C(C2)=CCN1 4-(4-((4'-chloro-5,5-dimethyl-3,4,5,6-tetrahydro-[1,1'-biphenyl]-2-yl)methyl)piperazin-1-yl)-2-(3,4-dihydro-2H-pyrrolo[3',2':5,6]pyrido[2,3-b][1,4]oxazin-1(7H)-yl)benzamide